oxo(sodioperoxy)borane O=BOO[Na]